ClC=1C(=C(C=CC1)N1CCC2(C=3C=CC(=NC3C(N(C2)C2CN(CC2)C(=O)OC(C)(C)C)=O)C=2C(=NC=CC2)OCC)CC1)C(F)(F)F tert-butyl 3-(1-(3-chloro-2-(trifluoromethyl)phenyl)-2'-(2-ethoxypyridin-3-yl)-8'-oxo-6'H-spiro[piperidine-4,5'-[1,7]naphthyridin]-7'(8'H)-yl)pyrrolidine-1-carboxylate